(E)-N-((1,2,3,5,6,7-hexahydro-s-indacen-4-yl)carbamoyl)-3-(isopropylamino)-3-methylbut-1-ene-1-sulfonamide C1CCC2=C(C=3CCCC3C=C12)NC(=O)NS(=O)(=O)\C=C\C(C)(C)NC(C)C